CC1(NC2=CC(=CC=C2C(C1)(C(=O)OCC)NC1=CC=C(C=C1)C)C)C(=O)OCC diethyl 2,7-dimethyl-4-(p-tolylamino)-1,2,3,4-tetrahydroquinoline-2,4-dicarboxylate